Cl.Cl.N1(CCNCC1)C1=CC=CC=2SC=CC21 4-(1-piperazinyl)benzo[b]thiophene dihydrochloride